FC(C(=O)NC=1C=C2CN(CC2=CC1[N+](=O)[O-])C(C(F)(F)F)=O)(F)F 2,2,2-trifluoro-N-(6-nitro-2-(2,2,2-trifluoroacetyl)isoindolin-5-yl)acetamide